ClC=1N=C(C2=C(N1)C(=CS2)C2CC2)Cl 2,4-dichloro-7-cyclopropyl-thieno[3,2-d]pyrimidine